ClC=1C=NC=CC1C1(CCN(CC1)C(=O)OC(C)(C)C)C#N tert-butyl 4-(3-chloropyridin-4-yl)-4-cyanopiperidine-1-carboxylate